FC1=C(OC2CCC(CC2)C(=O)O)C=C(C(=C1)OC)C(NC1C2CCC(C1C(NC1=CC=C(C=C1)S(F)(F)(F)(F)F)=O)C2)=O 4-(2-fluoro-4-methoxy-5-((3-((4-(pentafluoro-λ6-sulfaneyl)phenyl)carbamoyl)bicyclo[2.2.1]heptan-2-yl)carbamoyl)phenoxy)cyclohexane-1-carboxylic acid